iso-heptyl acetate C(C)(=O)OCCCCC(C)C